2-chloro-6-fluoro-3-(pentafluoro-λ6-sulfaneyl)aniline ClC1=C(N)C(=CC=C1S(F)(F)(F)(F)F)F